3-(3,7-dimethylocta-2,6-dien-1-yl)-2,4-dihydroxy-N-(2-oxopropyl)-6-pentylbenzenesulfonamide CC(=CCC=1C(=C(C(=CC1O)CCCCC)S(=O)(=O)NCC(C)=O)O)CCC=C(C)C